COCC(C)C1=CC=C(C=C1)N(C1=CC=C(OC=2N=C(C3=C(N2)C=NC=C3)O)C=C1)C 2-(4-([4-(2-Methoxy-1-methyl-ethyl)-phenyl]-methyl-amino)-phenoxy)-pyrido[3,4-d]pyrimidin-4-ol